N-{4-[4-amino-7-(cis-4-hydroxycyclohexyl)pyrrolo[2,1-f][1,2,4]triazin-5-yl]phenyl}-2-oxo-1-phenyl-1,2-dihydropyridine-3-carboxamide NC1=NC=NN2C1=C(C=C2[C@@H]2CC[C@@H](CC2)O)C2=CC=C(C=C2)NC(=O)C=2C(N(C=CC2)C2=CC=CC=C2)=O